N-[4-[4-(aminomethyl)piperidine-1-carbonyl]-3-chloro-phenyl]-5-(2,3-difluoro-4-methoxy-phenyl)-1-methyl-imidazole-2-carboxamide NCC1CCN(CC1)C(=O)C1=C(C=C(C=C1)NC(=O)C=1N(C(=CN1)C1=C(C(=C(C=C1)OC)F)F)C)Cl